CNC[C@@H]1OC[C@@H](C2=C1SC=C2)C2=CC(=CC=C2)C(F)(F)F cis-N-methyl-1-(4-(3-trifluoromethylphenyl)-4,7-dihydro-5H-thieno[2,3-c]pyran-7-yl)methylamine